C1(CC1)C([C@@H](C(NC=1C=NN(C1)C(C1=NN=NN1CC(F)(F)F)C1CC1)=O)NC(=O)C=1N(N=CC1)C(C)C)C1CC1 N-[(1S)-2,2-dicyclopropyl-1-[[1-[cyclopropyl-[1-(2,2,2-trifluoroethyl)tetrazol-5-yl]methyl]pyrazol-4-yl]carbamoyl]ethyl]-2-isopropyl-pyrazole-3-carboxamide